3-(2-amino-6-chloropyrimidin-4-yl)-2-methoxybenzonitrile NC1=NC(=CC(=N1)C=1C(=C(C#N)C=CC1)OC)Cl